C1(=CC=CC2=CC=CC=C12)C1=C2C=CC=CC2=C(C2=CC=CC=C12)B(O)O 10-(naphthalene-1-yl)-9-anthraceneboronic acid